NC1=CC=C(C=N1)C1=CC=C(C(=O)OC(C)(C)C)C=C1 tert-butyl 4-(6-aminopyridin-3-yl)benzoate